O=C1NC(CCC1CC=1C=C(C=CC1)C#CCNC(C1=NC=C(C=C1)C=1N=CC2=C(C=CC=C2C1)C1=C2C=C(C(N(C2=CC(=C1)CC)C)=O)C)=O)=O N-(3-(3-((2,6-dioxopiperidin-3-yl)methyl)phenyl)prop-2-yn-1-yl)-5-(8-(7-ethyl-1,3-dimethyl-2-oxo-1,2-dihydroquinolin-5-yl)isoquinolin-3-yl)picolinamide